BrC1=C(C=C2C=NNC(C2=C1)=O)OC 7-bromo-6-methoxy-2H-phthalazin-1-one